[4-[3-[1-[2-(4,4-dimethyl-1-piperidyl)-3,6-dimethyl-4-oxo-chromen-8-yl] ethylamino]-6-fluoro-2-pyridyl]-2-formyl-phenyl] trifluoromethanesulfonate FC(S(=O)(=O)OC1=C(C=C(C=C1)C1=NC(=CC=C1NC(C)C=1C=C(C=C2C(C(=C(OC12)N1CCC(CC1)(C)C)C)=O)C)F)C=O)(F)F